C(C)(C)(C)OC(=O)N1CC(C1)C1=NC=C(N=C1)C1=C(C=C(C=C1)S(=O)(=O)C)Cl 3-[5-(2-chloro-4-methylsulfonyl-phenyl)pyrazin-2-yl]Azetidine-1-carboxylic acid tert-butyl ester